Cl\C(=C(\F)/Cl)\F z-1,2-dichloro-1,2-difluoroethylene